7-chloro-5-methyl-4-oxo-1-(3-phenyl-1,2,4-thiadiazol-5-yl)-1,4-dihydro-1,8-naphthyridine-3-carboxylic acid ClC1=CC(=C2C(C(=CN(C2=N1)C1=NC(=NS1)C1=CC=CC=C1)C(=O)O)=O)C